CN(C(=O)N(CCC[C@@H](C(=O)[O-])[NH3+])O)N=O The molecule is an L-citrulline derivative in which the delta-nitrogen atoms carries a hydroxy group, one of the omega-nitrogen atoms carries a methyl group and the other omega-nitrogen atoms carries a nitroso group; major species at pH 7.3. It is an amino acid zwitterion and a non-proteinogenic L-alpha-amino acid. It derives from a L-citrulline zwitterion.